P(=O)(OCC(CCC(C)(C)C)C)([O-])[O-] (2,5,5'-trimethylhexyl) phosphate